o-sulfonylbenzoic acid methyl ester COC(C1C(C=CC=C1)=S(=O)=O)=O